BrC1=CC=C(C=C1)C(=C(C1=CC=CC=C1)C1=CC=C(C=C1)N1C2=CC=CC=C2C=2C=CC=CC12)C1=CC=CC=C1 9-(4-(2-(4-bromophenyl)-1,2-diphenylvinyl)phenyl)-9H-carbazole